C(#N)C=1C=C(C=NC1N1N=CC=N1)NC(=O)C=1C=NN(C1C(F)(F)F)C1=C2C(=NC=C1)C=CO2 N-(5-cyano-6-(2H-1,2,3-triazol-2-yl)pyridin-3-yl)-1-(furo[3,2-b]pyridin-7-yl)-5-(trifluoromethyl)-1H-pyrazole-4-carboxamide